C(C)C(CC(C(=O)O)CCCC(=O)O)CCCC.C(COCCOCCO)O triethylene glycol 2-ethylhexyl-adipate